BrC=1C=NC(=NC1)C1(CC2(COC2)C1)O 6-(5-bromopyrimidin-2-yl)-2-oxaspiro[3.3]heptan-6-ol